1,3-Bis((2-furfurylaminoethyl)aminomethyl)-4,5-dimethoxybenzol C(C1=CC=CO1)NCCNCC1=CC(=C(C(=C1)OC)OC)CNCCNCC1=CC=CO1